2-hydroxyethyl acryl phosphate (2-hydroxyethyl acrylate) OCCC(C(=O)O)=C.P(=O)(OCCO)(OC(=O)C=C)O